C1(=CC=CC=C1)C(=CCN(CC(=O)N1CCN(CC1)C)[C@H](C)C1=CC=C(C=C1)OC)C1=CC=CC=C1 (R)-2-((3,3-diphenylallyl)(1-(4-methoxyphenyl)ethyl)amino)-1-(4-methylpiperazin-1-yl)ethanone